O1CCN(CC1)CC1=CC=C(C=C1)C#CC1=CC=C(C=C1)C1=NOC(=N1)CN1C(=NC=C1)[C@H](C)O (S)-1-(1-((3-(4-((4-(morpholinomethyl)phenyl)ethynyl)phenyl)-1,2,4-oxadiazol-5-yl)methyl)-1H-imidazol-2-yl)ethan-1-ol